5-((6,6-bisMethyl-3-azabicyclo[3.1.0]Hexane-3-carbonothioyl)thio)-2-methoxybenzoic acid methyl ester COC(C1=C(C=CC(=C1)SC(=S)N1CC2C(C2C1)(C)C)OC)=O